2,2'-azobisisoButyronitrile N(=NC(C#N)(C)C)C(C#N)(C)C